OC=1C(=NC=CN1)C(=O)N hydroxypyrazine-2-amide